OCCN(CCO)CCCCCCCCCCCCCCCC N,N-bis(2-hydroxyethyl)palmitylamine